((2R,5S)-1-(4-methoxybenzyl)-2,5-dimethylpyrrolidine-2,5-diyl)dimethanol COC1=CC=C(CN2[C@@](CC[C@@]2(C)CO)(C)CO)C=C1